tert-butyl ((1S)-2-((4-((((S)-2-amino-3,3,3-trifluoropropyl)amino)(cyclopropyl) methyl)pyridin-2-yl)amino)-1-(4,4-difluorocyclohexyl)-2-oxoethyl)carbamate N[C@@H](CNC(C1=CC(=NC=C1)NC([C@H](C1CCC(CC1)(F)F)NC(OC(C)(C)C)=O)=O)C1CC1)C(F)(F)F